FC=1C=C(CN2C(N(C(C23CCN(CC3)C(=O)OC(C)(C)C)=O)C3=NC=CC(=C3)C(F)(F)F)=O)C=C(C1)F tert-butyl 1-(3,5-difluorobenzyl)-2,4-dioxo-3-(4-(trifluoromethyl)pyridin-2-yl)-1,3,8-triazaspiro[4.5]decane-8-carboxylate